N1C=CC2=CC(=CC=C12)C(=O)N1CCC(CC1)CCCCNC(=O)C1=CC=2C(=CN=CC2)S1 N-(4-{1-[(1H-indol-5-yl)carbonyl]piperidin-4-yl}butyl)thieno[2,3-c]pyridine-2-carboxamide